methyl 2-[[1-(4-fluorobutyl)-1H-indazole-3-carbonyl] amino]-3,3-dimethylbutyrate FCCCCN1N=C(C2=CC=CC=C12)C(=O)NC(C(=O)OC)C(C)(C)C